4-[(3aS,4S,6aR)-2-Oxo-hexahydro-1H-thieno[3,4-d]imidazol-4-yl]-N-(3-[N-(3,4-dimethylphenyl)3,5-dimethyl-1,2-oxazole-4-sulfonamido]propyl)butanamide O=C1N[C@H]2[C@@H](N1)CS[C@H]2CCCC(=O)NCCCN(S(=O)(=O)C=2C(=NOC2C)C)C2=CC(=C(C=C2)C)C